FC1=NC=CC(=C1)N1N=CC(=C1)C1=C(C#N)C=CC=C1 2-(1-(2-fluoropyridin-4-yl)-1H-pyrazol-4-yl)benzonitrile